FC(C(CC(=O)C=1OC=CC1)=O)(F)F 4,4,4-trifluoro-1-(furan-2-yl)butane-1,3-dione